C(#N)C=1C=NN2C1C(=CC(=C2)OCC)C=2C=CC(=NC2)N2C[C@@H]1C([C@H](C2)C1)NC(OC(C)(C)C)=O tert-butyl ((1R,5S,6r)-3-(5-(3-cyano-6-ethoxypyrazolo[1,5-a]pyridin-4-yl)pyridin-2-yl)-3-azabicyclo[3.1.1]heptan-6-yl)carbamate